OC1=C(C(=NC(=C1)OCC1OCCCC1)CCC1=CC=C(C=C1)CCC)CCC(=O)O 3-(4-hydroxy-2-(4-propylphenethyl)-6-((tetrahydro-2H-pyran-2-yl)methoxy)pyridin-3-yl)propanoic acid